methyl 2-(3-ethoxy-3-oxopropanamido)-4-fluorobenzoate C(C)OC(CC(=O)NC1=C(C(=O)OC)C=CC(=C1)F)=O